5-([2,2'-bipyridyl]-4-yl)-N-((1r,2s)-2-acrylamidocyclopentyl)-4-oxo-4,5-dihydro-3H-1-thia-3,5,8-triazaacenaphthylene-2-carboxamide N1=C(C=C(C=C1)N1C(NC2=C(SC=3N=CC=C1C32)C(=O)N[C@H]3[C@H](CCC3)NC(C=C)=O)=O)C3=NC=CC=C3